sulfonylmethane-sulfonamide S(=O)(=O)=CS(=O)(=O)N